COCCCOC1=CC=C(C=C1)C=1SC=C(N1)C(C(=O)OC)(C)C methyl 2-(2-(4-(3-methoxypropoxy)phenyl)thiazol-4-yl)-2-methylpropanoate